1-(1-(2-benzylphenoxy)Propan-2-yl)-2-methylpiperidine C(C1=CC=CC=C1)C1=C(OCC(C)N2C(CCCC2)C)C=CC=C1